1-[[7-[(4s)-7-chloro-4-piperazin-1-yl-chroman-5-yl]thieno[3,2-b]pyridin-2-yl]methyl]pyrrolidine-2,5-dione, formic acid salt C(=O)O.ClC1=CC(=C2[C@H](CCOC2=C1)N1CCNCC1)C1=C2C(=NC=C1)C=C(S2)CN2C(CCC2=O)=O